2-((1-(6-Bromo-2-(isoindolin-2-yl)-3-methyl-4-oxo-3,4-dihydroquinazolin-8-yl)ethyl)amino)benzoic acid BrC=1C=C2C(N(C(=NC2=C(C1)C(C)NC1=C(C(=O)O)C=CC=C1)N1CC2=CC=CC=C2C1)C)=O